N-(4-(8-azabicyclo[3.2.1]octan-8-yl)-3-cyanophenyl)-2-(3-methoxy-3-methylazetidin-1-yl)-5-(2,2,2-trifluoroethyl)oxazole-4-carboxamide C12CCCC(CC1)N2C2=C(C=C(C=C2)NC(=O)C=2N=C(OC2CC(F)(F)F)N2CC(C2)(C)OC)C#N